ClC1=C(C=CC=C1)C1N(CC(C1)(C)C)C(=O)OC(C)(C)C tert-Butyl 2-(2-chlorophenyl)-4,4-dimethyl-pyrrolidine-1-carboxylate